P(=O)(OC(C)(C)C)(OC(C)(C)C)OCN1C(C=C(C=C1)NC(C1=C(C=C(C=C1)C(F)(F)F)OC1=C(C=C(C=C1)F)C)=O)=O di-tert-butyl ((4-(2-(4-fluoro-2-methylphenoxy)-4-(trifluoromethyl)benzamido)-2-oxopyridin-1(2H)-yl)methyl) phosphate